COC(CCCCCCCCCCC\C=C/CC=CCCCCC)=O.NC1=C(C(=O)NC2CCC(CC2)O)C=C(C=N1)C1=CC=C(C=C1)[C@@]12CN(C[C@H]2C1)C1CCOCC1 2-amino-N-((1R,4R)-4-hydroxycyclohexyl)-5-(4-((1R,5S)-3-(tetrahydro-2H-pyran-4-yl)-3-azabicyclo[3.1.0]hex-1-yl)phenyl)nicotinamide Methyl-cis-13,16-docosadienoate